5-chloro-2-hydroxyphenyl-boric acid ClC=1C=CC(=C(C1)OB(O)O)O